pyrido[2,3-b]pyrazine-7-carbonitrile N1=C2C(=NC=C1)N=CC(=C2)C#N